OC1=CC=C(C=C1)[C@@H]1[C@H]([C@@H]([C@H]1C)C)C1=CC=C(C=C1)O (1S,2S,3R,4R)-1,2-bis(4-hydroxyphenyl)-3,4-dimethylcyclobutane